diisopropyl ((cyclopropylsulfonyl)methyl)phosphonate C1(CC1)S(=O)(=O)CP(OC(C)C)(OC(C)C)=O